Ethylmethoxymethyl-pyrrolidine C(C)C1N(CCC1)COC